N-(4-cyanopyrimidin-2-yl)cyclopropanesulfonamide Methyl-(1R,4R)-4-(4-amino-1H-pyrazol-1-yl)cyclohexane-1-carboxylate COC(=O)C1CCC(CC1)N1N=CC(=C1)N.C(#N)C1=NC(=NC=C1)NS(=O)(=O)C1CC1